2,4-Di-tert-butyl-5-(4-oxo-1,4-dihydrochinolin-3-carboxamido)-phenylmethylcarbonat C(C)(C)(C)C1=C(C=C(C(=C1)C(C)(C)C)NC(=O)C1=CNC2=CC=CC=C2C1=O)COC([O-])=O